BrC1=CC(=C2C(=NC(=NC2=C1F)SC)N(CCCO)C)F 3-((7-bromo-5,8-difluoro-2-(methylthio)quinazolin-4-yl)(methyl)amino)propan-1-ol